The molecule is a hydroxamic acid derived from phenylacetamide in which the benzene moiety is substituted at C-4 by a butoxy group. It has anti-inflammatory, analgesic, and antipyretic properties. It has a role as a non-narcotic analgesic, a non-steroidal anti-inflammatory drug and an antipyretic. It is a hydroxamic acid and an aromatic ether. CCCCOC1=CC=C(C=C1)CC(=O)NO